3-Methyl-N-{(S)-1-carbonyl-1-{{(S)-1-carbonyl-3-[(S)-2-carbonylpyrrolidin-3-yl]propan-2-yl}amino}-3-phenylpropan-2-yl}quinoxaline-2-carboxamide CC=1C(=NC2=CC=CC=C2N1)C(=O)N[C@H](C(N[C@H](C=C=O)C[C@H]1C(NCC1)=C=O)=C=O)CC1=CC=CC=C1